2-methyl-indole-4-carbonitrile CC=1NC=2C=CC=C(C2C1)C#N